(4-chlorobenzyl)-N-methylthiophene-2-carboxamide ClC1=CC=C(CC2=C(SC=C2)C(=O)NC)C=C1